N-(1-(1-(piperidin-4-yl)ethyl)-1H-pyrazol-4-yl)-5-(pyrazin-2-yl)-1,3,4-thiadiazole-2-carboxamide trifluoroacetate FC(C(=O)O)(F)F.N1CCC(CC1)C(C)N1N=CC(=C1)NC(=O)C=1SC(=NN1)C1=NC=CN=C1